2'-chloro-N-(5,6-dihydro-4H-pyrrolo[3,4-d]thiazol-2-yl)-5'-methoxy-6-methyl-[4,4'-bipyridine]-3-carboxamide hydrochloride Cl.ClC1=NC=C(C(=C1)C1=C(C=NC(=C1)C)C(=O)NC=1SC2=C(N1)CNC2)OC